3-bromo-9-(4-(((2R)-2-methylmorpholin-4-yl)carbonyl)phenyl)-2-(trifluoromethyl)-4H-pyrido[1,2-a]pyrimidin-4-one BrC1=C(N=C2N(C1=O)C=CC=C2C2=CC=C(C=C2)C(=O)N2C[C@H](OCC2)C)C(F)(F)F